CC1=NC(=NO1)C=1C=C2CCCC(C2=CC1)NC1=NC=CN=C1 N-(6-(5-methyl-1,2,4-oxadiazol-3-yl)-1,2,3,4-tetrahydronaphthalen-1-yl)pyrazin-2-amine